3,6,9-trithiaundecane CCSCCSCCSCC